4,4-Dimethyl-6-(2-((3-(methylsulfonyl)phenyl)amino)pyrimidin-4-yl)-3,4-dihydroisoquinoline CC1(CN=CC2=CC=C(C=C12)C1=NC(=NC=C1)NC1=CC(=CC=C1)S(=O)(=O)C)C